FC1(CC(C1)COC1CCC=2C=C(C(=C(C2C1)F)N1CC(NS1(=O)=O)=O)O)F 5-{7-[(3,3-difluorocyclobutyl)methoxy]-1-fluoro-3-hydroxy-5,6,7,8-tetrahydronaphthalen-2-yl}-1λ6,2,5-thiadiazolidine-1,1,3-trione